2-(4-fluoro-2,6-diisopropylphenyl)-N-(5-(2-hydroxypropan-2-yl)-1-methyl-1H-pyrazol-3-ylsulfonyl)acetamide FC1=CC(=C(C(=C1)C(C)C)CC(=O)NS(=O)(=O)C1=NN(C(=C1)C(C)(C)O)C)C(C)C